C1(CC1)CN1C(N(C=C1)CC1=C(N=NN1C)C1=CC=C(C(=N1)C)N1C[C@H](CC(C1)(F)F)CC(=O)O)=O (S)-2-(1-(6-(5-((3-(cyclopropylmethyl)-2-oxo-2,3-dihydro-1H-imidazol-1-yl)methyl)-1-methyl-1H-1,2,3-triazol-4-yl)-2-methylpyridin-3-yl)-5,5-difluoropiperidin-3-yl)acetic acid